3-[(2S)-2-(benzenesulfonamido)-2-(6-ethoxy-1,3-benzothiazol-2-yl)ethyl]-N'-hydroxy-benzamidine C1(=CC=CC=C1)S(=O)(=O)N[C@@H](CC=1C=C(C(=NO)N)C=CC1)C=1SC2=C(N1)C=CC(=C2)OCC